CC1([C@]23CS(N[C@@H]2C[C@H]1CC3)(=O)=O)C (1S,5R,7R)-10,10-dimethyl-3-thia-4-azatricyclo[5.2.1.01,5]decane 3,3-dioxide